[K+].S(=O)(=O)(OCCCCCCCCCCCC)[O-] lauryl sulfate, potassium salt